5-(5-methyl-2-(4-(1-(pyrrolidin-1-yl)ethyl)phenylamino)pyrimidin-4-ylamino)benzo[d]oxazol-2(3H)-one CC=1C(=NC(=NC1)NC1=CC=C(C=C1)C(C)N1CCCC1)NC=1C=CC2=C(NC(O2)=O)C1